BrC=1C=CC=2N(C1)C=C(N2)[C@@H]2N(C1CCCCC1C2)C(=O)OC(C)(C)C tert-butyl (2R)-2-{6-bromoimidazo[1,2-a]pyridin-2-yl}-octahydro-1H-indole-1-carboxylate